FC=1C(=C(C=C2C=CC(=CC12)C1CCN(CC1)C(CC1CCN(CC1)C1=CC2=C(N(C(N2C)=O)C2C(NC(CC2)=O)=O)C=C1)=O)O)N1S(NC(C1)=O)(=O)=O 3-[5-[4-[2-[4-[8-fluoro-6-hydroxy-7-(1,1,4-trioxo-1,2,5-thiadiazolidin-2-yl)-2-naphthyl]-1-piperidyl]-2-oxo-ethyl]-1-piperidyl]-3-methyl-2-oxo-benzimidazol-1-yl]piperidine-2,6-dione